2,3-dichloro-4-(4,4,5,5-tetramethyl-1,3,2-dioxaborolan-2-yl)-pyridine ClC1=NC=CC(=C1Cl)B1OC(C(O1)(C)C)(C)C